racemic-trans-2-(trifluoromethyl)cyclopropane-1-carboxylic acid FC([C@H]1[C@@H](C1)C(=O)O)(F)F |r|